6-methyl-4-(6-(trifluoromethoxy)pyridin-3-yl)benzo[d]oxazole-7-carboxylic acid ethyl ester C(C)OC(=O)C1=C(C=C(C=2N=COC21)C=2C=NC(=CC2)OC(F)(F)F)C